2-chloro-N-(1-(5-(3-cyano-6-(2-(dimethylamino)ethoxy)pyrazolo[1,5-a]pyridin-4-yl)pyrazin-2-yl)-4-methylpiperidin-4-yl)-6-methylbenzamide ClC1=C(C(=O)NC2(CCN(CC2)C2=NC=C(N=C2)C=2C=3N(C=C(C2)OCCN(C)C)N=CC3C#N)C)C(=CC=C1)C